C(C)N1N=CC=C1C(=O)NC(C(=O)NC1=NC=CC(=C1)[C@@H](COC)N1C(N[C@@H](C1)C(F)(F)F)=O)C1CCC(CC1)F 1-ethyl-N-(1-(4-fluorocyclohexyl)-2-((4-((S)-2-methoxy-1-((S)-2-oxo-4-(trifluoromethyl)imidazolidin-1-yl)ethyl)pyridin-2-yl)amino)-2-oxoethyl)-1H-pyrazole-5-carboxamide